2-[2-({[3-fluoro-1-(3-fluoro(2-pyridyl))cyclobutyl]methyl}amino)pyrimidin-5-yl]pyrimidine-4-carboxamide FC1CC(C1)(C1=NC=CC=C1F)CNC1=NC=C(C=N1)C1=NC=CC(=N1)C(=O)N